ClC1=NC(=C(C(=C1C#N)CC)C#N)N1CCC(CC1)N1C(OCC1=O)=O 2-chloro-6-(4-(2,4-dioxooxazolidin-3-yl)piperidin-1-yl)-4-ethylpyridine-3,5-dicarbonitrile